CC([C@@H](C(=O)N1[C@@H](C[C@H](C1)OC(=O)OC1=CC=C(C=C1)[N+](=O)[O-])C(N[C@@H](C)C1=CC=C(C=C1)C1=C(N=CS1)C)=O)NC(OCC=C)=O)(C)C allyl ((S)-3,3-dimethyl-1-((2S,4R)-2-(((S)-1-(4-(4-methylthiazol-5-yl)phenyl)ethyl)carbamoyl)-4-(((4-nitrophenoxy)carbonyl)oxy)pyrrolidin-1-yl)-1-oxobutan-2-yl)carbamate